sodium glucosylbarbiturate C1([C@H](O)[C@@H](O)[C@H](O)[C@H](O1)CO)C1C(NC(NC1=O)=O)=O.[Na]